3a,4,7,7a-tetrahydro-1H-4,7-methanoinden-1-yl 3-phenylpropionate C1(=CC=CC=C1)CCC(=O)OC1C=CC2C3C=CC(C12)C3